FC(C(=O)N1CC(C1)N1N=C(C=2C1=NC=CC2)C=2C=NC(=NC2)C(F)(F)F)=C 2-fluoro-1-(3-(3-(2-(trifluorometh-yl)pyrimidin-5-yl)-1H-pyrazolo-[3,4-b]pyridin-1-yl)azetidin-1-yl)-prop-2-en-1-one